C1(CC1)C(CN1N=C(C=C1CO)C1=NC=C(C=C1)F)=O cyclopropyl-2-(3-(5-fluoropyridin-2-yl)-5-(hydroxymethyl)-1H-pyrazol-1-yl)ethanone